4-(5-(5-bromo-1-tosyl-1H-pyrazolo[3,4-c]pyridin-3-yl)-2-(4-methylpiperazin-1-yl)phenoxy)-1-butanol BrC=1C=C2C(=CN1)N(N=C2C=2C=CC(=C(OCCCCO)C2)N2CCN(CC2)C)S(=O)(=O)C2=CC=C(C)C=C2